(3R)-3-[2-(2,6-dioxo-3-piperidyl)-1,3-dioxo-isoindolin-5-yl]oxopyrrolidine-1-carboxylic acid tert-butyl ester C(C)(C)(C)OC(=O)N1C([C@H](CC1)C=1C=C2C(N(C(C2=CC1)=O)C1C(NC(CC1)=O)=O)=O)=O